N-β-alanyl-3-methylhistidine NCCC(=O)N[C@@H](CC1=CN=CN1C)C(=O)O